(S)-1-amino-2-(1-(tert-butoxycarbonyl)piperidin-2-yl)-4-(4-((4-(trifluoromethyl)pyridin-2-yl)carbamoyl)phenyl)-1H-imidazole-5-carboxylic acid NN1C(=NC(=C1C(=O)O)C1=CC=C(C=C1)C(NC1=NC=CC(=C1)C(F)(F)F)=O)[C@H]1N(CCCC1)C(=O)OC(C)(C)C